1-bromo-3-(2,3-dimethylphenyl)-2-butanone BrCC(C(C)C1=C(C(=CC=C1)C)C)=O